C(#CC)C[C@@]12CCC[C@H]1[C@@H]1C=CC3=CC(C=C[C@]3(C)[C@H]1CC2)=O (1-propynyl)androsta-1,4,6-trien-3-one